O1C(=CC2=C1C=CC=C2)C=2C=C(C=CC2)C2=NC(=CC1=C2[C@H](N(C1)C(=O)NC(C)C)CCO[Si](C1=CC=CC=C1)(C1=CC=CC=C1)C(C)(C)C)C(=O)NCC(F)(F)F (R)-4-(3-(benzofuran-2-yl)phenyl)-3-(2-((tert-butyldiphenylsilyl)oxy)ethyl)-N2-isopropyl-N6-(2,2,2-trifluoroethyl)-1,3-dihydro-2H-pyrrolo[3,4-c]pyridine-2,6-dicarboxamide